C1(CCC1)OC=1C=CC(=C(\C=N\NC(=O)C2=NC(=CN=C2)C=2C=NC(=CC2)OCC)C1)F (E)-N'-(5-cyclobutoxy-2-fluorobenzylidene)-6-(6-ethoxypyridin-3-yl)pyrazine-2-carbohydrazide